FC1(CN(CC[C@H]1N1C(N(C=2C=NC=3C=C(C(=CC3C21)C=2C=NC(=CC2)OC)F)C)=O)C)F (R)-1-(3,3-difluoro-1-methylpiperidin-4-yl)-7-fluoro-8-(6-methoxypyridin-3-yl)-3-methyl-1,3-dihydro-2H-imidazo[4,5-c]quinolin-2-one